methyl 5-{[(tert-butoxy)carbonyl]amino}-2-{2-fluoro-4-[(pyrrolidin-1-yl)methyl]phenyl}-1,3-thiazole-4-carboxylate C(C)(C)(C)OC(=O)NC1=C(N=C(S1)C1=C(C=C(C=C1)CN1CCCC1)F)C(=O)OC